N-(((9H-fluoren-9-yl)methoxy)carbonyl)-O-(prop-2-yn-1-yl)serine tert-Butyl-5-(4-(4-(2,4-dioxotetrahydropyrimidin-1(2H)-yl)phenoxy)piperidin-1-yl)pentanoate C(C)(C)(C)C(C(=O)O)CCCN1CCC(CC1)OC1=CC=C(C=C1)N1C(NC(CC1)=O)=O.C1=CC=CC=2C3=CC=CC=C3C(C12)COC(=O)N[C@@H](COCC#C)C(=O)O